COC1=CC=C(C=N1)C(CC(=O)O)N1N=CC2=CC(=CC=C12)CCC1=NC=2NCCCC2C=C1 3-(6-methoxypyridin-3-yl)-3-(5-(2-(5,6,7,8-tetrahydro-1,8-naphthyridin-2-yl)ethyl)-1H-indazol-1-yl)propionic acid